benzyl N-[3-hydroxy-3-[2-methyl-4-(4,4,5,5-tetramethyl-1,3,2-dioxaborolan-2-yl)indazol-3-yl]propyl]-N-methyl-carbamate OC(CCN(C(OCC1=CC=CC=C1)=O)C)C=1N(N=C2C=CC=C(C12)B1OC(C(O1)(C)C)(C)C)C